7-(7-Fluoroindolin-1-yl)thiazolo[5,4-d]pyrimidine-2-carboxylic acid ethyl ester C(C)OC(=O)C=1SC=2N=CN=C(C2N1)N1CCC2=CC=CC(=C12)F